1-phenyl-3-(2,6-dimethoxystyryl)-5-(2,6-dimethoxyphenyl)-pyrazoline C1(=CC=CC=C1)N1NC(=CC1C1=C(C=CC=C1OC)OC)C=CC1=C(C=CC=C1OC)OC